N-(5-((6-Methoxy-7-(3-morpholinopropoxy)chinolin-4-yl)oxy)pyridin-2-yl)-4-(pyrrolidin-1-yl)picolinamid COC=1C=C2C(=CC=NC2=CC1OCCCN1CCOCC1)OC=1C=CC(=NC1)NC(C1=NC=CC(=C1)N1CCCC1)=O